6-(7,8-dihydro-5H-1,6-naphthyridin-6-yl)-5-methyl-N-[(2-methylpyrazol-3-yl)methyl]pyridine-3-carboxamide N1=CC=CC=2CN(CCC12)C1=C(C=C(C=N1)C(=O)NCC=1N(N=CC1)C)C